benzyl (2S,4S)-4-[(6-bromo-2-pyridyl)-(2,2,2-trifluoroacetyl)amino]-2-cyano-pyrrolidine-1-carboxylate BrC1=CC=CC(=N1)N([C@H]1C[C@H](N(C1)C(=O)OCC1=CC=CC=C1)C#N)C(C(F)(F)F)=O